C(C)(=O)O.C1(=CC=CC=C1)OCC phenetole acetate